FC(C=1C(=C(C=CC1)[C@@H](C)NC(=O)C1=CN(C(C=C1N[C@H]1[C@H](CN(CC1)C)F)=O)C1CC2(C1)CC(C2)(F)F)F)F N-((R)-1-(3-(difluoromethyl)-2-fluorophenyl)ethyl)-1-(6,6-difluorospiro[3.3]hept-2-yl)-4-(((3s,4R)-3-fluoro-1-methylpiperidin-4-yl)amino)-6-oxo-1,6-dihydropyridine-3-carboxamide